COC=1C=C(CNC2=NC(=C3NC=NC3=N2)O)C=C(C1)OC 2-(3,5-dimethoxybenzylamino)-6-hydroxypurine